4,5,6,7-tetrahydro-1-methyl-2H-isoindole CC=1NC=C2CCCCC12